[Ru](Cl)(Cl)Cl.N1=C(C=CC=C1)C1=NC=CC=C1.N1=C(C=CC=C1)C1=NC=CC=C1.N1=C(C=CC=C1)C1=NC=CC=C1 tris(2,2-bipyridyl) ruthenium chloride